acetic acid (2R,3R,4R,5S,6S)-3,4,5-triacetoxy-6-[4-chloro-3-(2-cyano-3,4-dihydro-2H-benzo[1,4]oxazin-6-ylmethyl)-phenyl]-tetrahydro-pyran-2-ylmethyl ester C(C)(=O)O[C@@H]1[C@H](O[C@H]([C@@H]([C@H]1OC(C)=O)OC(C)=O)C1=CC(=C(C=C1)Cl)CC=1C=CC2=C(NCC(O2)C#N)C1)COC(C)=O